vanadium carbon tert-butyl 4-[6-benzyloxy-8-fluoro-7-(1,1,4-trioxo-1,2,5-thiadiazolidin-2-yl)-2-naphthyl]-3,6-dihydro-2H-pyridine-1-carboxylate C(C1=CC=CC=C1)OC=1C=C2C=CC(=CC2=C(C1N1S(NC(C1)=O)(=O)=O)F)C=1CCN(CC1)C(=O)OC(C)(C)C.[C].[V]